C(C)(C)(C)[Si](OCC=1N=C2N(C=C(C=C2N2C(OC3(COC3)C2)=O)C2CC2)C1)(C)C 7-(2-(((tertbutyldimethylsilyl)oxy)methyl)-6-cyclopropylimidazo[1,2-a]pyridin-8-yl)-2,5-dioxa-7-azaspiro[3.4]octan-6-one